4-Chloro-N-[5-chloro-2-(6-methyl-2,3-dihydro-benzo[1,4]oxazine-4-carbonyl)-pyridin-3-yl]-3-trifluoromethyl-benzenesulfonamide ClC1=C(C=C(C=C1)S(=O)(=O)NC=1C(=NC=C(C1)Cl)C(=O)N1CCOC2=C1C=C(C=C2)C)C(F)(F)F